NCCCCCCCCCCC(=O)NCC1=CC=C(C=C1)CCOC1=C(N=NC(=C1)C1=C(C=CC=C1)O)N 11-amino-N-(4-(2-((3-amino-6-(2-hydroxyphenyl)pyridazin-4-yl)oxy)ethyl)benzyl)undecanamide